dimethyl-2,5-heptadien-4-one CC(C=CC(C=CC)=O)C